4-(5-{[(4-methylphenyl)sulfinyl]methyl}-2-furoyl)piperazine CC1=CC=C(C=C1)S(=O)CC1=CC=C(O1)C(=O)N1CCNCC1